CC1=C(C(=O)O)C(=CC(=C1)CN1CCN(CC1)C)C 2,6-dimethyl-4-((4-methylpiperazin-1-yl)methyl)benzoic acid